2-chloro-N-((pyridin-2-ylmethyl)carbamoyl)-4-(trifluoromethyl)benzamide ClC1=C(C(=O)NC(NCC2=NC=CC=C2)=O)C=CC(=C1)C(F)(F)F